1-(4-methylthiazol-2-yl)-3-(2-morpholinoethyl)urea CC=1N=C(SC1)NC(=O)NCCN1CCOCC1